1-(((3S)-1-((3-cyano-1-azetidinyl)sulfonyl)-3-piperidinyl)carbonyl)-N-((1R)-1-(4-fluorophenyl)ethyl)-D-prolinamide C(#N)C1CN(C1)S(=O)(=O)N1C[C@H](CCC1)C(=O)N1[C@H](CCC1)C(=O)N[C@H](C)C1=CC=C(C=C1)F